C1(CC1)[C@@H](C)O |r| racemic-1-cyclopropylethanol